4-(4-chloro-2,3-difluoro-phenyl)-2-[2-(2-methyl-4-pyridyl)tetrahydropyran-4-yl]-6,7-bis(trideuteriomethyl)pteridine ClC1=C(C(=C(C=C1)C1=NC(=NC2=NC(=C(N=C12)C([2H])([2H])[2H])C([2H])([2H])[2H])C1CC(OCC1)C1=CC(=NC=C1)C)F)F